1-(Benzyloxy)-2-bromo-4-methoxybenzene C(C1=CC=CC=C1)OC1=C(C=C(C=C1)OC)Br